Ethyl Ferulate C(\C=C\C1=CC(OC)=C(O)C=C1)(=O)OCC